CC(CP(=O)(O)CC(CC(C)C)(C)C)(CC(C)C)C di(2,2,4-trimethylpentyl)hypophosphorous acid